C(C)(C)(C)OC(=O)N1CCN(CC1)C1=CC(=C(C(=O)O)C(=C1)OC)CO 4-(4-tert-butoxycarbonylpiperazin-1-yl)-2-(hydroxymethyl)-6-methoxy-benzoic acid